OCC[C@@H](B1O[C@@]2([C@H](O1)C[C@H]1C([C@@H]2C1)(C)C)C)NC([C@@H](CC(=O)N1CCOCC1)NC(=O)C1=NC=CN=C1)=O N-((R)-1-(((R)-3-hydroxy-1-((3aS,4S,6S,7aR)-3a,5,5-trimethylhexahydro-4,6-methanobenzo[d][1,3,2]dioxaborol-2-yl)propyl)amino)-4-morpholino-1,4-dioxobutan-2-yl)pyrazine-2-carboxamide